NC[C@@H](C(=O)O)CC1=CC=C(C=C1)C (S)-3-amino-2-(4-methylbenzyl)propionic acid